5-Fluoro-1-(4-fluoro-3-(4-(cyclopropylcarbonyl)piperazine-1-carbonyl)benzyl)quinazoline FC1=C2C=NCN(C2=CC=C1)CC1=CC(=C(C=C1)F)C(=O)N1CCN(CC1)C(=O)C1CC1